(3S,4S)-1-(4-((R)-1-((3S,4S)-3-(3-dodecylureido)-4-methoxypyrrolidin-1-yl)-2,2,2-trifluoroethyl)benzoyl)-N3,N4-bis((1S,2R)-2-phenylcyclopropyl)pyrrolidine-3,4-dicarboxamide C(CCCCCCCCCCC)NC(N[C@H]1CN(C[C@@H]1OC)[C@@H](C(F)(F)F)C1=CC=C(C(=O)N2C[C@H]([C@@H](C2)C(=O)N[C@@H]2[C@H](C2)C2=CC=CC=C2)C(=O)N[C@@H]2[C@H](C2)C2=CC=CC=C2)C=C1)=O